benzyl 4-[8-(4-methoxycyclohexyl)-2-methylsulfanyl-7-oxo-pyrido[2,3-d]pyrimidin-6-yl]-8-methyl-2,3-dihydroquinoxaline-1-carboxylate COC1CCC(CC1)N1C(C(=CC2=C1N=C(N=C2)SC)N2CCN(C1=C(C=CC=C21)C)C(=O)OCC2=CC=CC=C2)=O